ClC=1N(C(C2=C(N1)N(C=C2C2=CC1=C(N(N=C1C=C2)C)Cl)COCC[Si](C)(C)C)=O)C 2-chloro-5-(3-chloro-2-methyl-2H-indazol-5-yl)-3-methyl-7-((2-(trimethylsilyl)ethoxy)methyl)-3,7-dihydro-4H-pyrrolo[2,3-d]pyrimidin-4-one